2-(1-hexylpyridin-1-ium-4-yl)-1,3-dimethyl-1H-benzoimidazol-3-ium bis(hexafluorophosphate) F[P-](F)(F)(F)(F)F.F[P-](F)(F)(F)(F)F.C(CCCCC)[N+]1=CC=C(C=C1)C1=[N+](C2=C(N1C)C=CC=C2)C